C(C)(CC)C1=NC(=NO1)NCC1=C(N=NN1C)C1=CC=C(C(=N1)C)O[C@@H]1C[C@H](CCC1)C(=O)O (1S,3S)-3-((6-(5-(((5-(sec-Butyl)-1,2,4-oxadiazol-3-yl)amino)methyl)-1-methyl-1H-1,2,3-triazol-4-yl)-2-methylpyridin-3-yl)oxy)cyclohexane-1-carboxylic acid